N1=CC(=CC=C1)CCCC=O 4-PYRIDIN-3-YLBUTANAL